ethyl 2-[1-(2-cyanopyridin-3-yl)-1-phenylpropan-2-yl]-5-methoxy-1-methyl-6-oxopyrimidine-4-carboxylate C(#N)C1=NC=CC=C1C(C(C)C=1N(C(C(=C(N1)C(=O)OCC)OC)=O)C)C1=CC=CC=C1